BrC=1C(=NC(=C(C1)[N+](=O)[O-])C)N(CC1=CC=C(C=C1)OC)CC1=CC=C(C=C1)OC 3-bromo-N,N-bis[(4-methoxyphenyl)methyl]-6-methyl-5-nitropyridine-2-amine